2-hydroxy-3-(4-benzoylphenoxy)-N,N,N-trimethyl-propyl-ammonium chloride monohydrate O.[Cl-].OC(C[N+](C)(C)C)COC1=CC=C(C=C1)C(C1=CC=CC=C1)=O